CC=1C(=NNC1)[C@@H]1[C@@H](N(CCC1)C(=O)OC(C)C)COC1CCN(CC1)C1=NC=CC=N1 isopropyl (CIS)-3-(4-methyl-1H-pyrazol-3-yl)-2-(((1-(pyrimidin-2-yl)piperidin-4-yl)oxy)methyl)piperidine-1-carboxylate